C(C)[Si]1(N[Si](N[Si](N1)(C)C)(C)C)C 2-ethyl-2,4,4,6,6-pentamethyl-1,3,5,2,4,6-triazatrisilinane